BrC=1C=C(C(N(C1)C)=O)NC1=NN2C(CN(CC2)CCOC)=C1 5-bromo-3-(5-(2-methoxyethyl)-4,5,6,7-tetrahydropyrazolo[1,5-a]pyrazin-2-ylamino)-1-methylpyridin-2(1H)-one